ClC1=C(C(=O)N[C@H](C(=O)O)CC2=CC=C(C=C2)N2C(C3(C4=CC(=CC=C24)N(C)C)CC3)=O)C(=CC=C1)F (S)-2-(2-chloro-6-fluorobenzoylamino)-3-(4-(5'-(dimethylamino)-2'-oxospiro[cyclopropane-1,3'-indolin]-1'-yl)phenyl)propanoic acid